BrC=1C=C2C(=NC=NC2=CC1)NC1=C(C(=C(C=C1)F)Cl)F 6-bromo-N-(3-chloro-2,4-difluorophenyl)quinazolin-4-amine